FC1=CC=2N(C=C1)C(=CN2)C2=C1CNC(C1=C(C=C2)NC2=NC=C(C=C2)N2CCC(CC2)(CN2CCN(CC2)C)O)=O 4-(7-fluoroimidazo[1,2-a]pyridin-3-yl)-7-((5-(4-hydroxy-4-((4-methylpiperazin-1-yl)methyl)piperidin-1-yl)pyridin-2-yl)amino)isoindolin-1-one